N-(2-fluoro-5-nitrophenyl)-3-(furan-2-yl)propanamide FC1=C(C=C(C=C1)[N+](=O)[O-])NC(CCC=1OC=CC1)=O